(4aR,8aS)-6-(3-((R)-1-(4-(trifluoromethyl)phenoxy)ethyl)azetidine-1-carbonyl)hexahydro-2H-pyrido[4,3-b][1,4]oxazin-3(4H)-one FC(C1=CC=C(O[C@H](C)C2CN(C2)C(=O)N2C[C@@H]3[C@@H](OCC(N3)=O)CC2)C=C1)(F)F